C(C)(C)(C)C1=CC=C(C=C1)C=1N=NNC1C(=O)O 4-(4-(tert-butyl)phenyl)-1H-1,2,3-triazole-5-carboxylic acid